N[C@@H]1CN(CC1)C=1C=CC2=C(N=C(S2)CNC(=O)C2(CC3=CC=CC=C3C2)CC(=O)O)C1 2-[2-[[5-[(3S)-3-aminopyrrolidin-1-yl]-1,3-benzothiazol-2-yl]methylcarbamoyl]indan-2-yl]acetic acid